rel-(2R,3S,5R)-3-(2-chloro-4-(trifluoromethoxy)phenyl)-N-(6-((R*)-2,2-dimethyl-1,3-dioxolan-4-yl)pyridin-3-yl)-5-methyl-5-(trifluoromethyl)tetrahydrofuran-2-carboxamide ClC1=C(C=CC(=C1)OC(F)(F)F)[C@H]1[C@@H](O[C@](C1)(C(F)(F)F)C)C(=O)NC=1C=NC(=CC1)[C@H]1OC(OC1)(C)C |o1:12,13,15,31|